isochromene-1-carboxylic acid ethyl ester C(C)OC(=O)C1OC=CC2=CC=CC=C12